ClC1=CC=C(C(=N1)C(=O)NS(=O)(=O)C)N[C@H](C)C=1C=C(C=C2C(N(C(=NC12)N1C[C@H](CC1)OC=1C=NC=NC1)C)=O)C 6-chloro-3-(((R)-1-(3,6-dimethyl-4-oxo-2-((S)-3-(pyrimidin-5-yloxy)pyrrolidin-1-yl)-3,4-dihydroquinazolin-8-yl)ethyl)amino)-N-(methylsulfonyl)picolinamide